The molecule is an N-acyl-4-hydroxy-15-methylhexadecasphinganine-1-phosphocholine in which the acyl group has 20 carbons and 0 double bonds and is 2-hydroxylated. It derives from a 15-methylhexadecaphytosphingosine. CCCCCCCCCCCCCCCCCCC(C(=O)N[C@@H](COP(=O)([O-])OCC[N+](C)(C)C)[C@@H]([C@@H](CCCCCCCCCCC(C)C)O)O)O